FC1=CC(=C(C=C1)NS([O-])(=O)=O)[N+](=O)[O-].[Na+] Sodium N-(4-fluoro-2-nitrophenyl)sulfamate